CN([C@@H]1CN(CC1)C=1C=C(C=NC1)NC1=NC=C(C(=N1)OC)C1=CC=C(C=C1)C=1N=NC=CC1C)C N-{5-[(3S)-3-(dimethylamino)pyrrolidin-1-yl]pyridin-3-yl}-4-methoxy-5-[4-(4-methylpyridazin-3-yl)phenyl]pyrimidin-2-amine